(R)-2-(3-chloro-5-methyl-4-((7-methyl-1-oxo-2,5,6,7-tetrahydro-1H-cyclopenta[d]pyridazin-4-yl)oxy)phenyl)-3,5-dioxo-2,3,4,5-tetrahydro-1,2,4-triazine-6-carbonitrile ClC=1C=C(C=C(C1OC=1C2=C(C(NN1)=O)[C@@H](CC2)C)C)N2N=C(C(NC2=O)=O)C#N